butyl 4-(2-((5-fluoro-4-(8-fluoro-4-(1-hydroxyethyl)quinolin-6-yl)pyrimidin-2-yl)amino)pyrimidin-5-yl)piperidine-1-carboxylate FC=1C(=NC(=NC1)NC1=NC=C(C=N1)C1CCN(CC1)C(=O)OCCCC)C=1C=C2C(=CC=NC2=C(C1)F)C(C)O